methyl 3-(2-bromophenyl)-2-(methoxycarbonylamino)propanoate BrC1=C(C=CC=C1)CC(C(=O)OC)NC(=O)OC